N-(6-methoxy-2-methyl-3-pyridinyl)acetamide Ethyl-acetate C(C)OC(C)=O.COC1=CC=C(C(=N1)C)NC(C)=O